BrC1=CC=C(S1)C(=O)NC1CC(CCC1)N1C(=NC2=C1C=NC(=C2)C(=O)O)C2=NC=CC=C2 3-(3-(5-bromothiophene-2-carboxamido)cyclohexyl)-2-(pyridin-2-yl)-3H-imidazo[4,5-c]pyridine-6-carboxylic acid